FC=1C=CC(=C(CNC2=CC=C3C(=N2)CN(C3=O)CCNC(CC)=O)C1)OC N-(2-(2-((5-fluoro-2-methoxybenzyl)amino)-5-oxo-5,7-dihydro-6H-pyrrolo[3,4-b]pyridin-6-yl)ethyl)propionamide